4',5-diiodo-salicylanilide IC1=CC=C(NC(C=2C(O)=CC=C(C2)I)=O)C=C1